4-morpholinophenyl carbamimidate C(N)(OC1=CC=C(C=C1)N1CCOCC1)=N